4-[(4R,10bS)-8-[(3S)-3-amino-3-methyl-1-piperidinyl]-4-methyl-3,4,6,10b-tetrahydro-1H-pyrazino[2,1-a]isoindol-2-yl]-1-methyl-1,8-naphthyridin-2-one N[C@@]1(CN(CCC1)C=1C=C2CN3[C@@H](C2=CC1)CN(C[C@H]3C)C3=CC(N(C1=NC=CC=C31)C)=O)C